C1(CC1)[C@@](CNC(=O)C1=NOC(N1)=O)(CC1=C(C=C(C=C1)F)F)C (S)-N-(2-cyclopropyl-3-(2,4-difluorophenyl)-2-methylpropyl)-5-oxo-4,5-dihydro-1,2,4-oxadiazole-3-carboxamide